ClC=1C=C(NC2(CCC3(C(CC4=CC=C(C=C34)OCCOC)C[C@H](COC3=CC=NC=4CCC[C@H](C34)C)C)CC2)C(=O)O)C=CC1 4-(3-Chloroanilino)-6'-(2-methoxyethoxy)-2'-[(2R)-2-methyl-3-{[(5R)-5-methyl-5,6,7,8-tetrahydroquinolin-4-yl]oxy}propyl]-2',3'-dihydrospiro[cyclohexane-1,1'-indene]-4-carboxylic acid